C1(=CC=CC=C1)C=1C(=NOC1C(=O)N)C(=O)N phenylisoxazole-3,5-dicarboxamide